benzyl 4,5-bis(benzyloxy)-2-(trifluoromethyl)benzoate C(C1=CC=CC=C1)OC1=CC(=C(C(=O)OCC2=CC=CC=C2)C=C1OCC1=CC=CC=C1)C(F)(F)F